1,2-dihydro-2-(4-amino-3-trifluoromethylphenyl)-4-[4-(4-aminophenoxy)-phenyl]-naphthyridine NC1=C(C=C(C=C1)C1NC2=NC=CC=C2C(=C1)C1=CC=C(C=C1)OC1=CC=C(C=C1)N)C(F)(F)F